3-((13S,15S,Z)-4-fluoro-16-(hydroxymethylene)-13-methyl-17-oxo-7,8,9,11,12,13,14,15,16,17-decahydro-6H-cyclopenta[a]phenanthren-15-yl)-N-(tetrahydro-2H-pyran-4-yl)propanamide FC1=CC=CC=2C3CC[C@@]4(C(\C(\[C@H](C4C3CCC12)CCC(=O)NC1CCOCC1)=C/O)=O)C